Rac-4-((4bS,5R,6S,7S,7aR)-4b,5-dihydroxy-4-methoxy-6-((oxetan-3-ylamino)methyl)-7-phenyl-4b,5,6,7-tetrahydro-7aH-cyclopenta[4,5]furo[2,3-c]pyridin-7a-yl)benzonitrile O[C@@]12[C@@](OC=3C=NC=C(C31)OC)([C@@H]([C@H]([C@H]2O)CNC2COC2)C2=CC=CC=C2)C2=CC=C(C#N)C=C2 |r|